OC[C@@H]1[C@]([C@@H]2[C@@H](OC(O2)(C)C)O1)(O)C(F)(F)F (3aR,5R,6R,6aR)-5-(hydroxymethyl)-2,2-dimethyl-6-(trifluoromethyl)tetrahydrofuro[2,3-d][1,3]dioxol-6-ol